Cl.FC=1C=NC(=NC1)C=1C(=C(C=CC1)NC1=C(C=NC(=C1)NC1=NC=C(C=C1)C1CCNCC1)C(=O)NC)OC 4-{[3-(5-Fluoropyrimidin-2-yl)-2-methoxyphenyl]amino}-N-methyl-6-{[5-(piperidin-4-yl)pyridin-2-yl]amino}pyridine-3-carboxamide hydrochloride